N-(2-hydroxyethyl)-nicotinamide nitrate [N+](=O)(O)[O-].OCCNC(C1=CN=CC=C1)=O